6-methyl-4-oxo-1H-pyridazine-3-carboxamide CC1=CC(C(=NN1)C(=O)N)=O